6-[4-(Morpholine-2-carbonyl)piperazin-1-yl]pyridine-3-carbonitrile N1CC(OCC1)C(=O)N1CCN(CC1)C1=CC=C(C=N1)C#N